C(C=C)(=O)OCCCCCCCCCCC[Si](OC)(C)C acryloyloxyundecyldimethylmonomethoxysilane